BrC=1C=C(C(=O)OC)C=C(C1[N+](=O)[O-])OC1CC1 methyl 3-bromo-5-cyclopropoxy-4-nitrobenzoate